CN1C(CC(CC1(C)C)NC1CC(N(C(C1)(C)C)C)(C)C)(C)C N-(1,2,2,6,6-pentamethyl-4-piperidyl)-1,2,2,6,6-pentamethyl-4-piperidyl-amine